(R)-(7-cyclohexyl-1H-benzo[d]imidazol-2-yl)(5-methyl-7,8-dihydro-1,6-naphthyridin-6(5H)-yl)methanone C1(CCCCC1)C1=CC=CC2=C1NC(=N2)C(=O)N2[C@@H](C=1C=CC=NC1CC2)C